diethyl 3-methylcyclohexane-1,2-dicarboxylate CC1C(C(CCC1)C(=O)OCC)C(=O)OCC